(4-(1H-pyrazol-1-yl)piperidin-1-yl)(6-(benzo[d]thiazol-2-ylmethoxy)-4-(piperidine-1-carbonyl)quinolin-2-yl)-methanone N1(N=CC=C1)C1CCN(CC1)C(=O)C1=NC2=CC=C(C=C2C(=C1)C(=O)N1CCCCC1)OCC=1SC2=C(N1)C=CC=C2